C(=O)OC1(CN(C1)CC1=C(C=C(C=C1)N1CC(C1)C1=C(C=CC=C1Cl)Cl)F)C (4-(3-(2,6-dichlorophenyl)azetidin-1-yl)-2-fluorobenzyl)-3-methylazetidin-3-ol formate